2-[(2S)-1,4-Dioxan-2-ylmethyl]-N-[2-(pyridin-2-yl)ethyl]-8-(trifluoromethyl)-4,5-dihydro-2H-furo[2,3-g]indazol-7-carboxamid O1[C@H](COCC1)CN1N=C2C3=C(CCC2=C1)OC(=C3C(F)(F)F)C(=O)NCCC3=NC=CC=C3